C(C1=CC=CC=C1)(C1=CC=CC=C1)=NC=1C(=C(C=C2C=C(N=CC12)NC(=O)[C@H]1[C@@H](C1)C#N)C=1C=NC=CC1C)C(F)(F)F |r| (±)-(trans)-N-[8-(benzhydrylideneamino)-6-(4-methyl-3-pyridinyl)-7-(trifluoromethyl)-3-isoquinolinyl]-2-cyano-cyclopropanecarboxamide